1-[4-[3,5-difluoro-4-(trifluoromethoxy)phenyl]-3-fluorophenyl]-4-(5-propyl-1,3-dioxane-2-yl)cyclohexanol uranium [U].FC=1C=C(C=C(C1OC(F)(F)F)F)C1=C(C=C(C=C1)C1(CCC(CC1)C1OCC(CO1)CCC)O)F